3-(((7-(1H-pyrazol-4-yl)-2,3-dihydrofuro[3,2-c]pyridin-4-yl)amino)methyl)-N-(7-(oxetan-3-yl)-7-azaspiro[3.5]nonan-2-yl)benzamide N1N=CC(=C1)C=1C2=C(C(=NC1)NCC=1C=C(C(=O)NC3CC4(C3)CCN(CC4)C4COC4)C=CC1)CCO2